C(C1=CC=CC=C1)(=O)N1N=C(C(=C1NCC1=CC=C(C=C1)F)OC)C1C(N(CCC1)C(=O)N1CC(CC1)O)C 1-[3-(1-Benzoyl-5-{[(4-fluorophenyl)methyl]amino}-4-methoxy-1H-pyrazol-3-yl)-2-methylpiperidin-1-carbonyl]pyrrolidin-3-ol